C(C)(C)(C)OC(=O)C1CCN(CC1)C1=NC=CC(=C1)[C@@H]1C(NC(CC1)=O)=O {4-[(3R)-2,6-dioxopiperidin-3-yl]Pyridin-2-yl}piperidine-4-carboxylic acid tert-butyl ester